4E-decenoate C(C=CCCCCCCC)(=O)[O-]